C(C)OC(=O)C=1OC2=C(C1)C(=CC(=C2)N2CCC2)F.C(C)N(CCNC(=O)C2=CC=C1/C(/C(N(C1=C2)CC=2C=NC=CC2)=O)=C/C=2NC(=CC2C)C)CC (Z)-N-(2-(diethylamino)ethyl)-3-((3,5-dimethyl-1H-pyrrol-2-yl)methylene)-2-oxo-1-(pyridin-3-ylmethyl)indole-6-carboxamide Ethyl-6-(azetidin-1-yl)-4-fluoro-1-benzofuran-2-carboxylate